FC=1C(=C(C#N)C(=CC1)F)OC=1C=C2C(N(C=NC2=CC1)[C@@H]1COC2(C1)CCC(CC2)=O)=O 3,6-difluoro-2-[4-oxo-3-[(3S)-8-oxo-1-oxaspiro[4.5]decan-3-yl]quinazolin-6-yl]oxy-benzonitrile